FC1=CC=C(C=C1)CNC(=O)NC1=CC=C(C=C1)CC(=O)N1CC2(C1)CCN(CC2)C {[(4-fluorophenyl)methyl]amino}-N-{4-[2-(7-methyl-2,7-diazaspiro[3.5]non-2-yl)-2-oxoethyl]phenyl}carboxamide